C(C)(=O)O[C@@H]1[C@@](O[C@H]([C@H]1OC(C)=O)N1C(N=C(C(=C1)F)N)=O)(C(F)(F)F)COC(C)=O (2R,3S,4S,5R)-2-(acetoxymethyl)-5-(4-amino-5-fluoro-2-oxopyrimidin-1(2H)-yl)-2-(trifluoromethyl)tetrahydrofuran-3,4-diyl diacetate